C(C)O[Si](C(CC(CCN)[SiH]=CC1=CC=CC=C1)N(CCCN(C)C)C(CCNC)NC)(OCC)OCC 3-triethoxysilyl-N-(1,3-dimethylaminopropyl)N-dimethylaminopropyl-1-(aminoethyl)-3-aminopropyl-benzylidenesilane